[I-].C(=C)[NH+](CC(O)(O)O)CC1=CC=CC=C1 vinylbenzyltrihydroxyethylammonium iodide